OCCS(=O)(=O)NC1=CC(=C(C(=O)NC2=CSC3=NC=C(C=C32)C(F)(F)F)C=C1)N1CCC3(CC3)CC1 4-((2-hydroxyethyl)sulphonamido)-2-(6-azaspiro[2.5]octane-6-yl)-N-(5-(trifluoromethyl)thieno[2,3-b]pyridin-3-yl)benzamide